ClC=1C(=NC=CC1C1=NC(=C(C=C1)CNC[C@H]1NC(CC1)=O)OC)C=1C(=C(C=CC1)NC(C1=NC=C(C=C1)C=O)=O)F (S)-N-(3-(3'-chloro-6-methoxy-5-((((5-oxopyrrolidin-2-yl)methyl)amino)methyl)-[2,4'-bipyridin]-2'-yl)-2-fluorophenyl)-5-formylpicolinamide